C(#N)C=1C=C2C(=NC1)NC=C2C(=O)C=2C(=C(C=CC2F)NS(=O)(=O)N(C)C)F N,N-dimethylamino-sulfonic acid [3-(5-cyano-1H-pyrrolo[2,3-b]pyridine-3-carbonyl)-2,4-difluoro-phenyl]-amide